CC(C(=O)C1C(CCC1)=O)CCCC 2-(2-methylhexanoyl)cyclopentanone